4-chloro-1-(2-(5-chloro-2-(trifluoromethyl)benzyl)-2,7-diazaspiro[3.5]nonane-7-carbonyl)-1H-pyrazole-3-carboxylic acid ClC=1C(=NN(C1)C(=O)N1CCC2(CN(C2)CC2=C(C=CC(=C2)Cl)C(F)(F)F)CC1)C(=O)O